1-(1-(6-((1R,2R)-2-hydroxycyclobutoxy)pyrazolo[1,5-a]pyrazin-3-yl)piperidin-4-yl)-1-methyl-3-(1-methyl-2-oxo-5-(trifluoromethyl)-1,2-dihydropyridin-3-yl)urea O[C@H]1[C@@H](CC1)OC=1N=CC=2N(C1)N=CC2N2CCC(CC2)N(C(=O)NC=2C(N(C=C(C2)C(F)(F)F)C)=O)C